O=CCCC(COCCOCCOCCOCCOCCOCCOCCOCCOCCOCCOCCOCCOCCOCCOCCOCCOCCOCCOCCOCCOCCOCCOCCOCCOCCOCCO)O (oxopropyl)heptacosaethylene glycol